C1(=C(C=CC=C1)C1=NC=CC=C1)C1=CC=CC=C1 (biphenylyl)pyridine